O1C=C(C2=C1C=CC=C2)C=2C=C(OC2)C(CCC(=O)O)=O 4-(4-(benzofuran-3-yl)furan-2-yl)-4-oxobutanoic acid